C(C)(C)(C)OC(=O)N1C[C@H]([C@H](CC1)C(F)F)C([2H])([2H])[2H] |r| (±)-(3S,4S)-4-(difluoromethyl)-3-(methyl-d3)piperidine-1-carboxylic acid tert-butyl ester